ClC(C[Sn])(Cl)Cl trichloroethyl-tin